tert-butyl N-[(3R)-1-[6-(5-bromo-3-hydroxy-2-pyridinyl) pyridazin-3-yl] pyrrolidin-3-yl]-N-methyl-carbamate BrC=1C=C(C(=NC1)C1=CC=C(N=N1)N1C[C@@H](CC1)N(C(OC(C)(C)C)=O)C)O